CN1N=C(C(=C1)C1=NC(=C2N=CN(C2=N1)[C@H]1[C@@H]([C@@H]([C@H](O1)C(=O)NCC)O)O)NC)C (2S,3S,4R,5R)-5-(2-(1,3-dimethyl-1H-pyrazol-4-yl)-6-(methylamino)-9H-purin-9-yl)-N-ethyl-3,4-dihydroxytetrahydrofuran-2-carboxamide